3,8-diazabicyclo[3.2.1]octane-8-carboxylic acid methyl ester COC(=O)N1C2CNCC1CC2